(5-(difluoromethoxy)-2-methylphenyl)boronic acid FC(OC=1C=CC(=C(C1)B(O)O)C)F